N1=C(C=CC=C1)C=1OC=C(N1)C(=O)O 2-(pyridin-2-yl)oxazole-4-carboxylic acid